CC(CCCCC(C(C(C(=O)[O-])(CCCCC(C)C)CCCCC(C)C)(O)C(=O)[O-])C(=O)[O-])C Tri(5-methyl-1-hexyl)citrat